ClC=1C(=NC=CC1)OC[C@H]1CC(C(N1C(=O)OC(C)(C)C)=O)(C)C tert-butyl (5R)-5-[[(3-chloropyridin-2-yl)oxy]methyl]-3,3-dimethyl-2-oxopyrrolidine-1-carboxylate